C(C)(C)(C)OC(=O)N1CCN(CC1)CC1=CC(=CC=C1)C#CC1=C(N=NC(=C1)Cl)N.F[SiH]([SiH3])F 1,1-difluorodisilane tert-butyl-4-(3-((3-amino-6-chloropyridazin-4-yl)ethynyl)benzyl)piperazine-1-carboxylate